CC=1C(=NN2C1C(NC(=C2)C2=CC1=CC=CC=C1C=C2)=O)C(=O)OCC Ethyl 3-methyl-6-(2-naphthyl)-4-oxo-4,5-dihydropyrazolo[1,5-a]pyrazine-2-carboxylate